(4-(tert-butoxycarbonyl)piperazin-1-yl)-5-fluorobenzoic acid C(C)(C)(C)OC(=O)N1CCN(CC1)C1=C(C(=O)O)C=C(C=C1)F